(1s,4s)-4-(8-(4-chloro-2,6-difluorophenylamino)-2-((1r,3r)-3-hydroxycyclobutylamino)-9H-purin-9-yl)cyclohexanecarboxamide ClC1=CC(=C(C(=C1)F)NC=1N(C2=NC(=NC=C2N1)NC1CC(C1)O)C1CCC(CC1)C(=O)N)F